(5-(2,6-Dichlorophenethyl)-4-methyl-2,3-dihydro-1H-inden-1-yl)-3-methylazetidin-3-ol ClC1=C(CCC=2C(=C3CCC(C3=CC2)N2CC(C2)(O)C)C)C(=CC=C1)Cl